CC1=CN=NN1C[C@H](C)C=1C=C(C=CC1)NC(C1=NC(=CC=C1)C(F)(F)F)=O (R)-N-(3-(1-(5-methyl-1H-1,2,3-triazol-1-yl)propan-2-yl)phenyl)-6-(trifluoro-methyl)picolinamide